C(C1=CC=CC=C1)OC(=O)NC1=C(C(=O)O)C=C(C=C1F)C1=CC2=C(N(C[C@H](N(S2(=O)=O)C)C2CCCCC2)C2=CC=CC=C2)C=C1Cl (R)-2-(((benzyloxy)carbonyl)amino)-5-(7-chloro-3-cyclohexyl-2-methyl-1,1-dioxido-5-phenyl-2,3,4,5-tetrahydrobenzo[f][1,2,5]thiadiazepin-8-yl)-3-fluorobenzoic acid